tert-Butyl {(1S,2R)-2-[(4-iodobenzyl)oxy]-2,3-dihydro-1H-inden-1-yl}carbamate IC1=CC=C(CO[C@H]2[C@H](C3=CC=CC=C3C2)NC(OC(C)(C)C)=O)C=C1